1-(1-(propylsulfonyl)-1H-indol-3-yl)ethanone C(CC)S(=O)(=O)N1C=C(C2=CC=CC=C12)C(C)=O